2,4-dichloro-6-trifluoromethylpyrimidine ClC1=NC(=CC(=N1)Cl)C(F)(F)F